C[C@@H]1O[C@@H](CN(C1)CC1=CC=C(C=CC2=NNC3=CC(=CC=C23)\C=C/2\C(NC(C2)C2=CC=C(C=C2)OC)=O)C=C1)C (E)-3-((3-(4-(((2s,6r)-2,6-dimethylmorpholino)methyl)styryl)-1H-indazol-6-yl)methylene)-5-(4-methoxyphenyl)pyrrolidin-2-one